1-methyl-4-(4-piperidyl)piperazine hydrochloride Cl.CN1CCN(CC1)C1CCNCC1